C(C)OC1=CC(=NC2=CC=C(C=C12)[N+](=O)[O-])N1C=NN=C1 4-Ethoxy-6-nitro-2-(4H-1,2,4-triazol-4-yl)quinoline